(S)-((S)-quinuclidin-3-yl) 1-(4-fluorophenyl)-3,4-dihydroisoquinoline-2(1H)-carboxylate FC1=CC=C(C=C1)[C@@H]1N(CCC2=CC=CC=C12)C(=O)O[C@@H]1CN2CCC1CC2